C(C)N1C(C2=C(C=C1C(F)(F)F)N=C(N2C)C2=C(C=C(C=N2)OC(C#N)(C)C)[S@](=O)CC)=O 2-[[6-[5-ethyl-3-methyl-4-oxo-6-(trifluoromethyl)imidazo[4,5-c]pyridin-2-yl]-5-[(R)-ethylsulfinyl]-3-pyridyl]oxy]-2-methyl-propanenitrile